ClC1=C(C(=O)C2=CNC3=C2C2=C(NC([C@](N2)(C)COC([2H])([2H])[2H])=O)C=N3)C=CC(=C1)OC1=NC=CC(=C1F)C (S)-9-(2-chloro-4-((3-fluoro-4-Methylpyridin-2-yl)oxy)benzoyl)-2-((methoxy-d3)methyl)-2-methyl-1,2,4,7-tetrahydro-3H-pyrrolo[3',2':5,6]pyrido[3,4-b]pyrazin-3-one